N,N'-bis[o-(diphenylphosphino)benzylidene]ethylenediamine C1=CC=C(C=C1)P(C2=CC=CC=C2)C3=CC=CC=C3C=NCCN=CC4=CC=CC=C4P(C5=CC=CC=C5)C6=CC=CC=C6